3-bromo-6-methylimidazo[1,5-a]pyrazin-8(7H)-one BrC1=NC=C2N1C=C(NC2=O)C